(1R,2S,5S)-3-((R)-2-methoxybutanoyl)-6,6-dimethyl-N-((S)-3-oxo-1-((S)-2-oxopyrrolidin-3-yl)-4-(trifluoromethoxy)butan-2-yl)-3-azabicyclo[3.1.0]hexane-2-carboxamide CO[C@@H](C(=O)N1[C@@H]([C@H]2C([C@H]2C1)(C)C)C(=O)N[C@@H](C[C@H]1C(NCC1)=O)C(COC(F)(F)F)=O)CC